FC1=C(C=C(C=C1NS(=O)(=O)NC)F)CN1C(OC2=C(C1)C=CC(=C2)OC=2N=NC=CC2)=O 3-{[2,5-difluoro-3-(methylaminosulfonylamino)phenyl]methyl}-7-(3-pyridazinyloxy)-3,4-dihydro-2H-1,3-benzoxazin-2-one